2'-O-acetyl-N4-acetylcytidine C(C)(=O)O[C@H]1[C@@H](O[C@@H]([C@H]1O)CO)N1C(=O)N=C(NC(C)=O)C=C1